Cl.Cl.CNC(C(=O)C=1C=NC=CC1)CC methylamino-1-(3-pyridinyl)-1-butanone dihydrochloride